CC1(CNC1)CO (3-methylazetidin-3-yl)methanol